COC1=NC=C(C(=N1)OC)C=1C=C(C=2N(N1)C=CN2)[C@@H]2[C@H](C2)C2=NC(=NC=C2)C(F)(F)F 6-(2,4-dimethoxypyrimidin-5-yl)-8-((1S,2S)-2-(2-(trifluoromethyl)pyrimidin-4-yl)cyclopropyl)imidazo[1,2-b]pyridazine